(R and S)-6-(2-(ethoxy-methoxy)-6-methyl-4-(trifluoromethyl)phenyl)-2-(tetrahydrofuran-3-yl)-2H-pyrazolo[3,4-b]pyridine C(C)OCOC1=C(C(=CC(=C1)C(F)(F)F)C)C=1C=CC=2C(N1)=NN(C2)[C@H]2COCC2 |r|